(S)-2-(7-(3-aminopyrrolidin-1-yl)imidazo[1,2-a]pyrimidin-2-yl)-5-(2H-1,2,3-triazol-2-yl)phenol N[C@@H]1CN(CC1)C1=NC=2N(C=C1)C=C(N2)C2=C(C=C(C=C2)N2N=CC=N2)O